C1([C@@H](O)[C@@H](O)[C@H](O)[C@H](O1)CO)N=[N+]=[N-] D-mannopyranosylazide